N-(6-amino-5-ethyl-3-pyridyl)-2-oxo-2-[Rac-(2R,5S)-2-[1-[2-(dimethylamino)Ethyl]Indazol-5-Yl]-5-methyl-1-piperidyl]acetamide NC1=C(C=C(C=N1)NC(C(N1[C@H](CC[C@@H](C1)C)C=1C=C2C=NN(C2=CC1)CCN(C)C)=O)=O)CC |r|